2-butylnon-1-ene-1-sulfinic acid C(CCC)C(=CS(=O)O)CCCCCCC